FC1=C(C(=C2C=CN(C2=C1)S(=O)(=O)CC1=CC=CC=C1)SC)OC=1C=C(C#N)C=CC1 3-((6-Fluoro-4-(methylsulfanyl)-1-toluenesulfonyl-1H-indol-5-yl)oxy)benzonitrile